ClCC(CCl)N1C[C@@H](O[C@@H](C1)C)C (2s,6r)-4-(1,3-dichloropropane-2-yl)-2,6-dimethylmorpholine